CNC1=C2C=C(NC2=CC=C1)C(=O)O 4-(methylamino)-1H-indole-2-carboxylic acid